2,4-dihydroxybenzoic acid N-(4-hydroxy-3-methoxybenzyl)-amide OC1=C(C=C(CNC(C2=C(C=C(C=C2)O)O)=O)C=C1)OC